CC1=CC=C(C=C1)S(=O)(=O)OC1=C(C=C(C=C1)\C=C/1\C(NC2=C(S1)C=CC(=C2)S(=O)(=O)CC2=C(C=CC=C2F)F)=O)[N+](=O)[O-] (Z)-4-((6-((2,6-difluorobenzyl)sulfonyl)-3-oxo-3,4-dihydro-2H-benzo[b][1,4]thiazin-2-ylidene)methyl)-2-nitrophenyl 4-methylbenzenesulfonate